N12CC(C(CC1)CC2)NC(=O)C=2C=C(C=CC2)C2=CC=CC=C2 Biphenyl-3-carboxylic acid (1-aza-bicyclo[2.2.2]oct-3-yl)-amide